2-acetylacetic acid C(C)(=O)CC(=O)O